(8aS)-2,3,4,7,8,8a-hexahydro-1H-pyrrolo[1,2-a]pyrazin-6-one hydrochloride Cl.C1[C@H]2N(CCN1)C(CC2)=O